1-((tert-butyldimethylsilyl)oxy)octan-2-yl (2-(pyrrolidin-1-yl)ethyl)carbamate N1(CCCC1)CCNC(OC(CO[Si](C)(C)C(C)(C)C)CCCCCC)=O